N-[(3S)-6-[2-[(2S)-3,3-difluoro-2-methyl-azetidin-1-yl]-7,7-difluoro-5,6-dihydrocyclopenta[d]pyrimidin-4-yl]-1,1-dioxo-2,3-dihydrobenzothiophen-3-yl]methanesulfonamide FC1([C@@H](N(C1)C=1N=C(C2=C(N1)C(CC2)(F)F)C2=CC1=C([C@@H](CS1(=O)=O)NS(=O)(=O)C)C=C2)C)F